CC1=C(N=C(N1C1=NC=C(C=C1)C)C(=O)OC)C#C[Si](C)(C)C methyl 5-methyl-1-(5-methylpyridin-2-yl)-4-((trimethylsilyl) ethynyl)-1H-imidazole-2-carboxylate